(S)-(1-((2-(4'-Fluoro-2'-(4-methyl-4H-1,2,4-triazol-3-yl)-[1,1'-biphenyl]-3-yl)-7-(trifluoromethyl)benzo[d]oxazol-5-yl)methyl)piperidin-2-yl)methanol FC1=CC(=C(C=C1)C1=CC(=CC=C1)C=1OC2=C(N1)C=C(C=C2C(F)(F)F)CN2[C@@H](CCCC2)CO)C2=NN=CN2C